O1C2=C(OCC1C(=O)C1=CN(C3=CC(=CC=C13)C=1C=NNC1)CCO)C=CC=C2 (2,3-Dihydrobenzo[b][1,4]dioxin-2-yl)(1-(2-hydroxyethyl)-6-(1H-pyrazol-4-yl)-1H-indol-3-yl)methanone